N-(2-(1-(5-(6-ethoxypyrazin-2-yl)thiazole-2-carbonyl)-4-methylpiperazin-2-yl)pyridin-4-yl)cyclopropanesulphonamide C(C)OC1=CN=CC(=N1)C1=CN=C(S1)C(=O)N1C(CN(CC1)C)C1=NC=CC(=C1)NS(=O)(=O)C1CC1